N-Methyl-1'-((8-methyl-6-oxo-7-(trifluoromethyl)-5,6-dihydro-1,5-naphthyridin-3-yl)methyl)-1',2',3',6'-tetrahydro-[2,4'-bipyridyl]-5-formamide CNC(=O)C=1C=CC(=NC1)C=1CCN(CC1)CC=1C=NC=2C(=C(C(NC2C1)=O)C(F)(F)F)C